7-{4-[(dimethylamino)methyl]piperidin-1-yl}-2-(4,6-dimethylpyrazolo[1,5-a]pyrazin-2-yl)-4H-pyrido[1,2-a]pyrimidin-4-one CN(C)CC1CCN(CC1)C=1C=CC=2N(C(C=C(N2)C2=NN3C(C(=NC(=C3)C)C)=C2)=O)C1